3-(trimethoxysilyl)propyloctadecyldimethyl-ammonium chloride [Cl-].CO[Si](CCC[N+](C)(C)CCCCCCCCCCCCCCCCCC)(OC)OC